FC(OC1=C(C(=NN1C)C(F)(F)F)CSC1=NOC(C1)(C)C)F 3-(5-difluoromethoxy-1-methyl-3-trifluoromethyl-1H-pyrazol-4-ylmethylthio)-5,5-dimethyl-2-isoxazoline